1,2-di(silyl)ethane [SiH3]CC[SiH3]